7-[4-(4-chloroanilino)-1-piperidyl]-2,4-dimethyl-5-oxo-thiazolo[5,4-b]pyridine-6-carbonitrile ClC1=CC=C(NC2CCN(CC2)C=2C3=C(N(C(C2C#N)=O)C)SC(=N3)C)C=C1